O=C1C(OCC1)=O dioxotetrahydrofuran